The molecule is a leukotriene anion obtained by deprotonation of the three carboxy groups and protonation of the glutathionyl alpha-amino group of 11,12-dihydro-(12R)-hydroxyleukotriene C4; major species at pH 7.3. It is a leukotriene anion and a tricarboxylic acid dianion. It is a conjugate base of an 11,12-dihydro-(12R)-hydroxyleukotriene C4. CCCCC/C=C\\C[C@H](C/C=C/C=C/[C@H]([C@H](CCCC(=O)[O-])O)SC[C@@H](C(=O)NCC(=O)[O-])NC(=O)CC[C@@H](C(=O)[O-])[NH3+])O